3-(1-isopropylimidazol-4-yl)-N-[(4-methoxyphenyl)methyl]-N-methyl-4-[[5-(trifluoromethyl)-2-pyridinyl]amino]benzenesulfonamide C(C)(C)N1C=NC(=C1)C=1C=C(C=CC1NC1=NC=C(C=C1)C(F)(F)F)S(=O)(=O)N(C)CC1=CC=C(C=C1)OC